isopropoxydiphenyl-silane C(C)(C)O[SiH](C1=CC=CC=C1)C1=CC=CC=C1